C1(CC1)C1=NC=NC(=C1C1=NC2=CC=CC(=C2C(=N1)OCC1=CC=C(C=C1)C=1N(C=C(N1)C(F)(F)F)C(C)C)OC)OC 2-(4-cyclopropyl-6-methoxypyrimidin-5-yl)-4-((4-(1-isopropyl-4-(trifluoromethyl)-1H-imidazol-2-yl)benzyl)oxy)-5-methoxyquinazoline